CN1CCN(CC1)CCOC1=NC2=C(N1C(=O)NCCC#CC1=CC=CC=C1)C=CC=C2 (2-(4-Methylpiperazin-1-yl)ethoxy)-N-(4-phenylbut-3-yn-1-yl)-1H-benzo[d]imidazole-1-carboxamide